CN1C=NC2=C(C1=O)N=CN2[C@H]3[C@@H]([C@@H]([C@H](O3)COP(=O)(O)O[C@@H]4[C@H](O[C@H]([C@@H]4O)N5C=CC(=NC5=O)N)COP(=O)(O)O[C@@H]6[C@H](O[C@H]([C@@H]6O)N7C=NC8=C7N=C(NC8=O)N)COP(=O)(O)O[C@@H]9[C@H](O[C@H]([C@@H]9O)N1C=NC2=C1N=CN=C2O)COP(=O)(O)O[C@@H]1[C@H](O[C@H]([C@@H]1O)N1C=CC(=O)NC1=O)COP(=O)(O)O[C@@H]1[C@H](O[C@H]([C@@H]1O)N1C=CC(=O)NC1=O)COP(=O)(O)O[C@@H]1[C@H](O[C@H]([C@@H]1O)N1C=CC(=NC1=O)N)COP(=O)(O)O[C@@H]1[C@H](O[C@H]([C@@H]1O)N1C=NC2=C1N=C(NC2=O)N)COP(=O)(O)O[C@@H]1[C@H](O[C@H]([C@@H]1O)N1C=CC(=NC1=O)N)CO)OP(=O)(O)OC[C@@H]1[C@H]([C@H]([C@@H](O1)N1C=CC(=O)NC1=O)O)OP(=O)(O)OC[C@@H]1[C@H]([C@H]([C@@H](O1)N1C=NC2=C1N=C(NC2=O)N)O)OP(=O)(O)OC[C@@H]1[C@H]([C@H]([C@@H](O1)N1C=CC(=NC1=O)N)O)OP(=O)(O)OC[C@@H]1[C@H]([C@H]([C@@H](O1)N1C=NC2=C1N=C(NC2=O)N)O)OP(=O)(O)O)O The molecule is a tRNA oligonucleotide comprised of one inosine, one 1-methylated inosine, four cytidine, four guanosine and three uridine residues connected by 3'->5' phosphodiester linkages in the sequence C-G-C-U-U-I-G-C-m(1)I-U-G-C-G and with a phosphoric residue at the 3'-terminus. It can exist in a hairpin structure, with hydrogen bonding linking the three complementary base pairs at each terminus.